tert-butyl (2S,4S)-4-{3-bromo-5-[(tert-butoxycarbonyl)(methyl)amino]-4-cyanopyrazol-1-yl}-2-(fluoromethyl)pyrrolidine-1-carboxylate BrC1=NN(C(=C1C#N)N(C)C(=O)OC(C)(C)C)[C@H]1C[C@H](N(C1)C(=O)OC(C)(C)C)CF